4-(chloromethyl)-pyridine hydrochloride Cl.ClCC1=CC=NC=C1